C(=O)(OC(C)(C)C)NCC=O Bocaminoacetaldehyde